(S)-2-((7-(6-((4-chloro-2-fluorobenzyl)oxy)pyridin-2-yl)-1-methyl-1H-indol-4-yl)methyl)-1-(oxetan-2-ylmethyl)-1H-benzo[d]imidazole-6-carboxylic acid methyl ester COC(=O)C=1C=CC2=C(N(C(=N2)CC2=C3C=CN(C3=C(C=C2)C2=NC(=CC=C2)OCC2=C(C=C(C=C2)Cl)F)C)C[C@H]2OCC2)C1